5-Amino-1-ethyl-8-(2-furyl)-3-[2-(3-methyl-7,8-dihydro-5H-1,6-naphthyridin-6-yl)ethyl]-[1,2,4]triazolo[5,1-f]purin-2-one NN1C=NC(=C2N3C(N=C12)N(C(N3CC)=O)CCN3CC=1C=C(C=NC1CC3)C)C=3OC=CC3